(3-(2-(2-Aminoethoxy)ethoxy)propionylamino)-5-chloro-N-(4,5-dimethylthiazol-2-yl)benzamide NCCOCCOCCC(=O)NC1=C(C(=O)NC=2SC(=C(N2)C)C)C=C(C=C1)Cl